ClC1=C(C=CC=C1)C=1N=C2C(=C(C=N2)S(=O)(=O)C2=CC=CC=C2)N1 2-(2-chlorophenyl)-6-(benzenesulfonyl)imidazo[4,5-d]pyrrole